CS(=O)(=O)O.CN(C(COC(CC1=CC=C(C=C1)OC(C1=CC=C(C=C1)NC(=N)N)=O)=O)=O)C 4-(4-guanidinobenzoyloxy)phenylacetic acid [2-(dimethylamino)-2-oxoethyl] ester methanesulfonate